6-(4-methoxyphenyl)-2-phenyl-3-(piperidin-1-yl)-5-(pyridin-2-ylamino)pyrazolo[1,5-a]pyrimidin-7(4H)-one COC1=CC=C(C=C1)C1=C(NC=2N(C1=O)N=C(C2N2CCCCC2)C2=CC=CC=C2)NC2=NC=CC=C2